(S)-2-(3-(1-(3,3-difluoropiperidin-4-yl)vinyl)-1,2,4-triazin-6-yl)-5-(1H-imidazol-1-yl)phenol FC1(CNCC[C@H]1C(=C)C=1N=NC(=CN1)C1=C(C=C(C=C1)N1C=NC=C1)O)F